ClC1=NN=C2N1C1=CC=C(C=C1C(=N2)N(C)C2=CC(=CC=C2)C=2C=NC(=CC2)C2CC2)F chloro-N-[3-(6-cyclopropyl-3-pyridyl)phenyl]-7-fluoro-N-methyl-[1,2,4]triazolo[4,3-a]quinazolin-5-amine